8-(1-(tert-butoxycarbonyl)piperidin-4-yl)-2-(4-(4-fluorophenoxy)phenyl)-5,6,7,8-tetrahydroimidazo[1,2-b]pyridazine-3-carboxylic acid C(C)(C)(C)OC(=O)N1CCC(CC1)C1C=2N(NCC1)C(=C(N2)C2=CC=C(C=C2)OC2=CC=C(C=C2)F)C(=O)O